C(C)OC(=O)C1CCC2(CNCCC2=O)CC1 ethyl-1-oxo-4-azaspiro[5.5]undecane-9-carboxylate